(S)-3-(6-(2-cyano-6-methoxy-phenyl)-4-((3-(trifluoromethyl)-phenyl)sulfonyl)-3,4-dihydro-2H-benzo[b][1,4]oxazin-2-yl)propanoic acid C(#N)C1=C(C(=CC=C1)OC)C1=CC2=C(O[C@H](CN2S(=O)(=O)C2=CC(=CC=C2)C(F)(F)F)CCC(=O)O)C=C1